3-fluoro-4-hydroxy-5-(1H-benzimidazol-5-yl)benzamide FC=1C=C(C(=O)N)C=C(C1O)C1=CC2=C(NC=N2)C=C1